7-[[5-[(3S)-3-hydroxy-1-piperidyl]-2-pyridyl]amino]-4-(1-methylpyrrolo[2,3-b]pyridin-4-yl)-2,3-dihydropyrrolo[3,4-c]pyridin-1-one O[C@@H]1CN(CCC1)C=1C=CC(=NC1)NC=1C2=C(C(=NC1)C1=C3C(=NC=C1)N(C=C3)C)CNC2=O